C[C@@H]1OCC2([C@@H]1N)CCN(CC2)C2=NC1=C(C=3N2C=CN3)C(=NN1)C#CC1=C(C=C(C=C1F)F)F (3S,4S)-3-methyl-8-(9-((2,4,6-trifluorophenyl)ethynyl)-7H-imidazo[1,2-c]pyrazolo[4,3-e]pyrimidin-5-yl)-2-oxa-8-azaspiro[4.5]decan-4-amine